C(CCCCCCC)[SiH](C1=CC=CC=C1)C1=CC=CC=C1 octyl-diphenyl-silane